4-[1-(2-Fluoroethyl)-3-(5-fluoro-2-pyridyl)pyrazol-4-yl]-1H-pyrrolo[2,3-b]pyridine FCCN1N=C(C(=C1)C1=C2C(=NC=C1)NC=C2)C2=NC=C(C=C2)F